C(CCC)C1C(C(N(C1C(=O)O)CCCC)=O)(CCCC)CCCC.C(C(O)C)(=O)[O-].C(CCC)N1C=[N+](C=C1)C 1-butyl-3-methylimidazolium lactate tetrabutyl-2-pyrrolidone-5-carboxylic acid salt